tert-Butyl 2-[1-[6-methyl-2-(1-methylpyrazolo[4,3-b]pyridin-5-yl)-4-oxo-chromen-8-yl]ethylamino]benzoate CC=1C=C2C(C=C(OC2=C(C1)C(C)NC1=C(C(=O)OC(C)(C)C)C=CC=C1)C1=CC=C2C(=N1)C=NN2C)=O